aluminum-silicon iron [Fe].[Si].[Al]